2-((4-propylbenzyl)thio)-4H-imidazole C(CC)C1=CC=C(CSC=2N=CCN2)C=C1